ClC1=NC=2C(NCCC2C=C1)=O 2-chloro-6,7-dihydro-5H-1,7-naphthyridin-8-one